CC(C#N)(C)C=1C=NN(C1)S(=O)(=O)C1=CC=C(C)C=C1 2-methyl-2-(1-tosyl-1H-pyrazol-4-yl)propanenitrile